NC=1C(=NC(=CN1)Br)OC=1C=NN(C1)C1CCC(CC1)(O)C (1s,4s)-4-(4-(3-amino-6-bromopyrazin-2-yloxy)-1H-pyrazol-1-yl)-1-methylcyclohexanol